1-(4-[2-[4-amino-5-(3-fluoro-4-phenoxy-phenyl)-7-methyl-7H-pyrrolo[2,3-d]pyrimidin-6-yl]eth-ynyl]-4-hydroxy-piperidin-1-yl)prop-2-en-1-one NC=1C2=C(N=CN1)N(C(=C2C2=CC(=C(C=C2)OC2=CC=CC=C2)F)C#CC2(CCN(CC2)C(C=C)=O)O)C